C(#N)N1C[C@@H](CC1)CC(=O)NC1=CC(=NO1)C1=CC(=CC=C1)OC (S)-2-(1-cyanopyrrolidin-3-yl)-N-(3-(3-methoxyphenyl)isoxazol-5-yl)acetamide